ClC=1C=C2C=C(NC2=CC1OCC1=NC(=CC=C1)F)CNC(CC)=O N-((5-chloro-6-((6-fluoropyridin-2-yl)methoxy)-1H-indol-2-yl)methyl)propionamide